CC1=CC(=NC=C1OC1=CC(=C2C(=N1)N(C=N2)C)NC2=NC=C(C=C2)C(=O)N2[C@H](COCC2)C)C#N 4-methyl-5-[3-methyl-7-[[5-[(3S)-3-methylmorpholine-4-carbonyl]pyridin-2-yl]amino]imidazo[4,5-b]pyridin-5-yl]oxy-pyridine-2-carbonitrile